C(C)(C)C1=C(C=CC=C1)C1=C(C(=C2C(=N1)CCC2)NCC2=CC=C(C=C2)C=2N(C=C(N2)C(F)(F)F)C)C#N 2-(2-isopropylphenyl)-4-((4-(1-methyl-4-(trifluoromethyl)-1H-imidazol-2-yl)benzyl)amino)-6,7-dihydro-5H-cyclopenta[b]pyridine-3-carbonitrile